NC1=C(C=C(C(=C1)Br)OC(F)F)C#CCNC(OC(C)(C)C)=O tert-butyl (3-(2-amino-4-bromo-5-(difluoromethoxy)phenyl)prop-2-yn-1-yl)carbamate